(R)-N-((S)-3-(benzyloxy)-1,1-difluoro-1-(phenylsulfonyl)propan-2-yl)-2-methylpropane-2-sulfinamide C(C1=CC=CC=C1)OC[C@@H](C(S(=O)(=O)C1=CC=CC=C1)(F)F)N[S@](=O)C(C)(C)C